((S)-4-(benzyloxy)-2-((tert-butoxycarbonyl)amino)-4-oxo-butyryl)-L-proline C(C1=CC=CC=C1)OC(C[C@@H](C(=O)N1[C@@H](CCC1)C(=O)O)NC(=O)OC(C)(C)C)=O